2-chloro-9,10-bis(propionyloxy)anthracene (2R,3S,4S,5R,6R)-4,5-bis(acetyloxy)-6-(but-3-yn-1-yloxy)-2-(hydroxymethyl)oxan-3-yl-acetate C(C)(=O)O[C@H]1[C@H]([C@@H](O[C@H]([C@@H]1OC(C)=O)OCCC#C)CO)CC(=O)O.ClC1=CC2=C(C3=CC=CC=C3C(=C2C=C1)OC(CC)=O)OC(CC)=O